N-[2-(3-aminopropyl)-7-isopropoxy-imidazo[1,2-a]pyridin-6-yl]-6-(trifluoromethyl)pyridine-2-carboxamide hydrochloride Cl.NCCCC=1N=C2N(C=C(C(=C2)OC(C)C)NC(=O)C2=NC(=CC=C2)C(F)(F)F)C1